5-(2,6-difluorophenyl)-1,3-xylene FC1=C(C(=CC=C1)F)C=1C=C(C=C(C1)C)C